C(CCC)C1OC(C=C(C1)C)C 2-butyl-4,6-dimethyl-3,6-dihydro-2H-pyran